ClC=1C=C2C(=NC1)C(=CO2)C2=CC=C(C=C2)F 6-chloro-3-(4-fluorophenyl)furo[3,2-b]pyridine